Fluorotoluene CC1=CC=CC=C1F